O1COCC2=C1C=CC(=C2)C(N2CCN(CC2)C(=O)ON2C(CCC2=O)=O)C2=CC1=C(OCOC1)C=C2 2,5-dioxopyrrolidin-1-yl 4-(bis(4H-benzo[d][1,3]dioxin-6-yl)methyl)piperazine-1-carboxylate